ClC1=C(C(=C(N=N1)NC=1SC2=C(N1)C=CC=C2)C2CC2)C N-(6-chloro-4-cyclopropyl-5-methylpyridazin-3-yl)-1,3-benzothiazol-2-amine